ClC1=CC(=C(N=N1)C1=CC(=CC=C1)N1CCCCC1)NCC1CCN(CC1)C(=O)OC(C)(C)C tert-butyl 4-((6-chloro-3-(3-(piperidin-1-yl)phenyl)pyridazin-4-ylamino)methyl)piperidine-1-carboxylate